FC1=C(C(=CC=C1)F)C=1C=C(C2=C(N=CNC2=O)N1)NC1=NC=C(C=C1)N1CCC(CC1)O 7-(2,6-difluorophenyl)-5-[[5-(4-hydroxy-1-piperidinyl)-2-pyridinyl]amino]-3H-pyrido[2,3-d]pyrimidin-4-one